CN1C=C(C=2C1=CN=C(C2)N)C2=CC(=CC=C2)S(=O)(=O)C 1-methyl-3-(3-(methylsulfonyl)phenyl)-1H-pyrrolo[2,3-c]pyridin-5-amine